C(C)(C)(C)[Si](C)(C)OC(CC=C)C1=C(C=CC(=C1)F)F t-butyl-((1-(2,5-difluorophenyl)but-3-en-1-yl)oxy)dimethylsilane